COC1=C2C=CC(OC2=CC=C1CC=C)=O 5-methoxy-6-allyl-coumarin